C(C)(C)C=1N=C(N2C1C=CC=C2)C(=O)C2=CC=CC=C2 (1-isopropylimidazo[1,5-a]pyridin-3-yl)(phenyl)methanone